COC(COC1=CC=C(C=C1)C=1C=C(C=2N=CN=C(C2N1)N[C@@H]1CNCCC1)C(=O)N)(C)C 6-[4-(2-methoxy-2-methylpropyloxy)phenyl]-4-[(3S)-piperidin-3-ylamino]pyrido[3,2-d]pyrimidine-8-carboxamide